BrC=1C(=NC=2CN(CCC2C1)C(=O)OC(C)(C)C)NC tert-butyl 3-bromo-2-(methylamino)-5,8-dihydro-1,7-naphthyridine-7(6H)-carboxylate